maleinimidopropionate C1(C=CC(N1C(C(=O)[O-])C)=O)=O